(4-(5-bromo-1-methyl-6-oxo-1,6-di-hydropyridin-3-yl)-2-(1-oxo-3,4,6,7,8,9-hexahydropyrazino[1,2-a]indol-2(1H)-yl)pyridin-3-yl)methyl acetate C(C)(=O)OCC=1C(=NC=CC1C1=CN(C(C(=C1)Br)=O)C)N1C(C=2N(C=3CCCCC3C2)CC1)=O